FC1=CC=C(C=C1)[C@H](CC=C)N[S@](=O)C(C)(C)C (R)-N-((S)-1-(4-fluorophenyl)but-3-en-1-yl)-2-methylpropan-2-sulfinamide